CC1=CC2=C(N=C(N=C2NCCCC2=CC=CC=C2)CCC2=CC=CC=C2)S1 6-methyl-2-phenethyl-N-(3-phenylpropyl)thieno[2,3-d]pyrimidin-4-amine